BrC=1SC=2C(N[C@@H](CN3C2C1CC(C3)(F)F)C3OCCCC3)=O (7S)-2-bromo-4,4-difluoro-7-(tetrahydro-2H-pyran-2-yl)-4,5,7,8-tetrahydro-3H-1-thia-5a,8-diazabenzo[cd]azulen-9(6H)-one